(S)-2-((((9H-fluoren-9-yl)methoxy)carbonyl)(methyl)amino)-3-cyclohexylpropanoic acid C1=CC=CC=2C3=CC=CC=C3C(C12)COC(=O)N([C@H](C(=O)O)CC1CCCCC1)C